1,4,7-triazacyclononane-1,4-diacetic acid N1(CCN(CCNCC1)CC(=O)O)CC(=O)O